(R)-1-(3,3-difluoro-2,3-dihydrobenzofuran-7-yl)ethan-1-amine FC1(COC2=C1C=CC=C2[C@@H](C)N)F